FC(OC1=CC=C(C=C1)S(=O)(=O)N1N=C2C(=C1)CN(C2)C([C@H](C2=CC=CC=C2)N2CC(C2)O)=O)F (S)-1-(2-((4-(difluoromethoxy)phenyl)sulfonyl)-2,6-dihydropyrrolo[3,4-c]pyrazol-5(4H)-yl)-2-(3-hydroxyazetidin-1-yl)-2-phenylethan-1-one